(S)-1-((2',6-bis(difluoromethyl)-[2,4'-bipyridyl]-5-yl)oxy)-3-cyclopropyl-2-methylpropane-2-amine FC(C1=NC=CC(=C1)C1=NC(=C(C=C1)OC[C@](CC1CC1)(N)C)C(F)F)F